2-Chloro-N1-(4-Chloro-3-(Pyridin-2-Yl)Phenyl)-N4-(6-Chloropyridin-3-Yl)Terephthalamide ClC1=C(C(=O)NC2=CC(=C(C=C2)Cl)C2=NC=CC=C2)C=CC(=C1)C(=O)NC=1C=NC(=CC1)Cl